rac-(1r,2r,3s,4r,5s)-N-(2-fluoro-5-(trifluoromethyl)phenyl)-5-hydroxy-3-(2-methoxypyridin-4-yl)-7-oxabicyclo[2.2.1]heptane-2-carboxamide FC1=C(C=C(C=C1)C(F)(F)F)NC(=O)[C@H]1[C@H]2C[C@@H]([C@@H]([C@@H]1C1=CC(=NC=C1)OC)O2)O |r|